trihydroxycyclotriphosphazene OP1=NP(=NP(=N1)O)O